NC=1C=C2C(=NNC2=CC1)C1=CC(=NC=C1)N1C[C@H](N([C@H](C1)C)CC1CCN(CC1)C(=O)OCC1=CC=CC=C1)C benzyl 4-[[(2R,6S)-4-[4-(5-amino-1H-indazol-3-yl)-2-pyridyl]-2,6-dimethyl-piperazin-1-yl]methyl]piperidine-1-carboxylate